ClC=1SC(=C(N1)Cl)[C@@H]([C@H](C(=O)OCC)O)O (2R,3R)-ethyl 3-(2,4-Dichlorothiazol-5-yl)-2,3-dihydroxypropionate